CC=1C=C(C=CC1)N(C1=CC=CC=C1)C1=C(C=CC=C1)N(C1=CC=CC=C1)C1=CC=CC=C1 [N-(3-Methylphenyl)-N-phenylamino]triphenylamine